C(C1=CC=CC=C1)NC([C@H](C)N1C(CCC1)=O)=O (2S)-N-benzyl-2-(2-oxopyrrolidin-1-yl)propanamide